(S)-N-(5-(2-acetamidobenzo[d]oxazol-6-yl)-2-methoxypyridin-3-yl)-3-phenylisoxazolidine-2-carboxamide C(C)(=O)NC=1OC2=C(N1)C=CC(=C2)C=2C=C(C(=NC2)OC)NC(=O)N2OCC[C@H]2C2=CC=CC=C2